1-(3-(4-amino-7-methyl-5-(5-(morpholinomethyl)thiophen-3-yl)-7H-pyrrolo[2,3-d]pyrimidin-6-yl)pyrrolidin-1-yl)prop-2-en-1-one NC=1C2=C(N=CN1)N(C(=C2C2=CSC(=C2)CN2CCOCC2)C2CN(CC2)C(C=C)=O)C